2-((3-chloro-4-fluorophenyl)(3,3-dimethylcyclobutyl)methyl)-5-methyl-4-(methylsulfonyl)-1H-imidazole ClC=1C=C(C=CC1F)C(C=1NC(=C(N1)S(=O)(=O)C)C)C1CC(C1)(C)C